[Zn].O[C@@H](CCSC)C(=O)O 2-deamino-hydroxymethionine zinc